CC(C(C(=O)OC(C)(C)C)=C)(C)C tert-butyl 3,3-dimethyl-2-methylenebutyrate